C(CCC)[Sn](C1=NC(=NC=C1)Cl)(CCCC)CCCC tributyl-(2-chloropyrimidin-4-yl)stannane